(S)-2-(1-(4-((4-(3-((2-(1-hydroxyethyl)-1H-imidazol-1-yl)methyl)isoxazol-5-yl)phenyl)ethynyl)benzyl)azetidin-3-yl)acetic acid O[C@@H](C)C=1N(C=CN1)CC1=NOC(=C1)C1=CC=C(C=C1)C#CC1=CC=C(CN2CC(C2)CC(=O)O)C=C1